FC=1C=CC(=C(C1)C1=NC(=C2N1CCCC2)C2=NC(=CC=C2O)C)O 2-(3-(5-Fluoro-2-hydroxyphenyl)-5,6,7,8-tetrahydroimidazo[1,5-a]pyridin-1-yl)-6-methylpyridin-3-ol